(S)-2-((2-(7-(difluoromethyl)-6-(1-methyl-1H-pyrazol-4-yl)-3,4-dihydroquinolin-1(2H)-yl)-6-nitrophenyl)amino)propanoic acid FC(C1=C(C=C2CCCN(C2=C1)C1=C(C(=CC=C1)[N+](=O)[O-])N[C@H](C(=O)O)C)C=1C=NN(C1)C)F